(R)-3-(1-((7-methoxy-2-methyl-6-(4-(morpholine-4-carbonyl)piperazin-1-yl)quinazolin-4-yl)amino)ethyl)-2-methylbenzonitrile COC1=C(C=C2C(=NC(=NC2=C1)C)N[C@H](C)C=1C(=C(C#N)C=CC1)C)N1CCN(CC1)C(=O)N1CCOCC1